ClC1=C(C(=[N+](C=C1)[O-])C)C1=C(C=C(C=C1)NC([C@@H](NC(=O)C1=CC=NN1CCN(C)C)C1CCCCC1)=O)F 4-chloro-3-(4-((S)-2-cyclohexyl-2-(1-(2-(dimethylamino)ethyl)-1H-pyrazole-5-carboxamido)acetamido)-2-fluorophenyl)-2-methylpyridine 1-oxide